1-heptyl-4-propylpiperidinium cyanide [C-]#N.C(CCCCCC)[NH+]1CCC(CC1)CCC